2-{5-[4-(2-amino-acetyl)-piperazin-1-yl]-pyridin-2-ylamino}-7-cyclopentyl-7H-pyrrolo[2,3-d]pyrimidine-6-carboxylic acid NCC(=O)N1CCN(CC1)C=1C=CC(=NC1)NC=1N=CC2=C(N1)N(C(=C2)C(=O)O)C2CCCC2